[Si](C1=CC=CC=C1)(C1=CC=CC=C1)(C(C)(C)C)OC[C@H](C)N1N=C2C(C(=NC(=C2)C2=CC=C(C=C2)Cl)C=2C=NN(C2)C)=C1 (S)-2-(1-((tert-butyldiphenylsilyl)oxy)propan-2-yl)-6-(4-chlorophenyl)-4-(1-methyl-1H-pyrazol-4-yl)-2H-pyrazolo[4,3-c]pyridine